2-[(2S,5R)-5-methyl-2-phenyl-4-[1-(trifluoromethyl)cyclopropanecarbonyl]piperazin-1-yl]-2-oxo-N-(1H-pyrazolo[4,3-c]pyridin-7-yl)acetamide C[C@H]1N(C[C@@H](N(C1)C(C(=O)NC=1C2=C(C=NC1)C=NN2)=O)C2=CC=CC=C2)C(=O)C2(CC2)C(F)(F)F